(3E)-1-chloro-14,14-dimethoxy-3-tetradecene ClCC\C=C\CCCCCCCCCC(OC)OC